7,8-dihydroxy-2-(trifluoromethyl)-3-(1-(4-(trifluoromethyl)benzyl)-1H-pyrazol-4-yl)-4H-chromen-4-one OC1=CC=C2C(C(=C(OC2=C1O)C(F)(F)F)C=1C=NN(C1)CC1=CC=C(C=C1)C(F)(F)F)=O